C1(CCC1)C1NC(CC(C1)=O)C=1N=NN(C1)C 2-cyclobutyl-6-(1-methyltriazol-4-yl)piperidin-4-one